C(C1=CC=CC=C1)(=O)O.CN(C=CC1=CC=CC=C1)C methyl-(methyl-styrylamine) benzoate